3-bromo-7-chloro-2-iodothieno[3,2-b]pyridine BrC1=C(SC=2C1=NC=CC2Cl)I